C(C=CC=CCCCCCCCCCCC)=O hexadecadien-aldehyde